Tris(isopropyl(methyl)amino)(methylamino)phosphonium hexafluorophosphate F[P-](F)(F)(F)(F)F.C(C)(C)N(C)[P+](NC)(N(C(C)C)C)N(C(C)C)C